C(C1=CC=CC=C1)OC1=NC(=C(C(=N1)CC1CCCC2=CC(=CC=C12)Cl)[N+](=O)[O-])OCC1=CC=CC=C1 1-((2,6-Bis(benzyloxy)-5-nitropyrimidin-4-yl)methyl)-6-chloro-1,2,3,4-tetrahydronaphthalene